O=C1C2N(C3=CC=CC=C3N1)CCN(C2)C(=O)OC(C)(C)C tert-butyl 5-oxo-1,2,4,4a,5,6-hexahydro-3H-pyrazino[1,2-a]quinoxaline-3-carboxylate